[Na+].CCCCCCCC.P(=O)(O)(O)[O-].[K+].P(=O)(O)(O)[O-] potassium dihydrogenphosphate-octane sodium